FCCOC=1C=C(C(=O)NC)C=CC1NCC#CC=1N(C2=CC=CC(=C2C1)NC1CCC(CC1)N1CC2(COC2)C1)CC(F)(F)F 3-(2-fluoroethoxy)-N-methyl-4-{[3-(4-{[(1R,4R)-4-{2-oxa-6-azaspiro[3.3]heptan-6-yl}cyclohexyl]amino}-1-(2,2,2-trifluoroethyl)-1H-indol-2-yl)prop-2-yn-1-yl]amino}benzamide